bisanthracene hydrochloride Cl.C1=CC=CC2=CC3=CC=CC=C3C=C12.C1=CC=CC2=CC3=CC=CC=C3C=C12